CO[C@@H]1CN(CC2N1CC1=C(C=C3C=C(C=NC3=C1)C)OCC2)C=2C=CC(=NC2)C(=O)OC methyl (R)-5-(l-1-methoxy-10-methyl-1,2,4,4a,5,6-hexahydro-3H,14H-pyrazino[1',2':5,6][1,5]oxazocino[2,3-g]quinolin-3-yl)picolinate